5-(6-chloro-3-ethylsulfonyl-2-pyridyl)-1-(2,2,3,3,3-pentafluoropropyl)pyrazolo[3,4-c]pyridine ClC1=CC=C(C(=N1)C=1C=C2C(=CN1)N(N=C2)CC(C(F)(F)F)(F)F)S(=O)(=O)CC